N-(2-fluoro-4-methoxy-phenyl)-5-phenyl-1H-pyrrole-3-sulfonamide FC1=C(C=CC(=C1)OC)NS(=O)(=O)C1=CNC(=C1)C1=CC=CC=C1